(3-hydroxy-4-(1-(hydroxymethyl)cyclopropyl)phenyl)-hexahydrofuro[3,2-b]furan-3-ol OC=1C=C(C=CC1C1(CC1)CO)C1C(C2C(O1)CCO2)O